1,2-bis(4-hydroxyphenyl)cyclohexane OC1=CC=C(C=C1)C1C(CCCC1)C1=CC=C(C=C1)O